2-(3,5-difluoro-4-((1S,3R)-2-(2-fluoro-2-methylpropyl)-3-methyl-6-(1H-pyrazol-4-yl)-1,2,3,4-tetrahydroisoquinolin-1-yl)phenoxy)ethan-1-amine FC=1C=C(OCCN)C=C(C1[C@H]1N([C@@H](CC2=CC(=CC=C12)C=1C=NNC1)C)CC(C)(C)F)F